C(C)(C)N1C(=NN=C1)C1=CC=CC(=N1)N1C(N(CC1)C1=CC=C(C=C1)N1CC(C1)C#N)=O 1-(4-(3-(6-(4-isopropyl-4H-1,2,4-triazol-3-yl)pyridin-2-yl)-2-oxoimidazolidin-1-yl)phenyl)azetidine-3-carbonitrile